3-amino-4-phenylsulfanyl-1,8-naphthyridine NC=1C=NC2=NC=CC=C2C1SC1=CC=CC=C1